((R)-1,1-dioxido-2,3-dihydrothiophen-3-yl)-8-(1-fluoro-diphosphane-1-carbonyl)-2-oxo-1,2-dihydroquinoline-3-carboxamide O=S1(C[C@@H](C=C1)N1C(C(=CC2=CC=CC(=C12)C(=O)P(P)F)C(=O)N)=O)=O